17-(oxetan-3-yl)heptadecanoic acid O1CC(C1)CCCCCCCCCCCCCCCCC(=O)O